O=C1NC(CCC1N1C(C2=CC=C3C(=C2C1=O)NC(N3C)=O)=O)=O 7-(2,6-dioxopiperidin-3-yl)-3-methyl-1,3-dihydroimidazo[4,5-e]isoindole-2,6,8(7H)-trione